BrC1=CC=C2C(=NC(=NC2=C1F)Cl)N1CC=2N(CCC1)N=C(C2Cl)C(=O)N(C)C 5-(7-bromo-2-chloro-8-fluoroquinazolin-4-yl)-3-chloro-N,N-dimethyl-5,6,7,8-tetrahydro-4H-pyrazolo[1,5-a][1,4]diazepine-2-carboxamide